1-[4-methyl-2,5-bis(methylsulfanyl)phenyl]propan-2-amine CC1=CC(=C(C=C1SC)CC(C)N)SC